difluoro-dihydro-indene FC1(CCC2=CC=CC=C12)F